4,6-dihydropyrrolo[3,4-d]Imidazole N1=CNC2=C1CNC2